(3S,3AS,6R,7AR)-3,6-dimethylhexahydro-1-benzofuran-2(3H)-one C[C@@H]1C(O[C@H]2[C@H]1CC[C@H](C2)C)=O